The molecule is an L-arginine derivative that is the amide obtained by formal condensation of the carboxy group of L-arginine with the amino group of 2-naphthylamine. It has a role as a chromogenic compound. It is a N-(2-naphthyl)carboxamide, an amino acid amide and a L-arginine derivative. C1=CC=C2C=C(C=CC2=C1)NC(=O)[C@H](CCCN=C(N)N)N